ClC1=C(C=C2C=C(N=CC2=C1)NC(=O)[C@H]1[C@@H]([C@@H]1C1=NN(C=C1)C)CC)N1CCN(CC1)[C@@]1(COC[C@@H]1O)C (1S,2R,3S)-N-[7-chloro-6-[4-((3R,4R)-4-hydroxy-3-methyl-tetrahydrofuran-3-yl)piperazin-1-yl]-3-isoquinolinyl]-2-ethyl-3-(1-methylpyrazol-3-yl)cyclopropanecarboxamide